calcium hypochlorite salt Cl[O-].[Ca+2].Cl[O-]